N-(4-cyano-2-fluoro-phenyl)-5-(2,3-difluorophenyl)-1H-pyrrole-3-sulfonamide C(#N)C1=CC(=C(C=C1)NS(=O)(=O)C1=CNC(=C1)C1=C(C(=CC=C1)F)F)F